3-(2-amino-[1,2,4]triazolo[1,5-a]pyridin-7-yl)-6-chloro-N-(2,2-difluoro-3-hydroxy-3-(p-tolyl)propyl)-2-fluorobenzamide NC1=NN2C(C=C(C=C2)C=2C(=C(C(=O)NCC(C(C3=CC=C(C=C3)C)O)(F)F)C(=CC2)Cl)F)=N1